(E)-N'-(4-(tert-butyl)benzylidene)-6-(4-methoxyphenyl)pyrazine-2-carbohydrazide carbon chromium [Cr].[C].C(C)(C)(C)C1=CC=C(\C=N\NC(=O)C2=NC(=CN=C2)C2=CC=C(C=C2)OC)C=C1